C(C)C1(CCCCC1)C(=O)O.C1(CCCCC1)C(=O)OCC ethyl cyclohexyl-carboxylate (ethyl cyclohexylcarboxylate)